CC=1C=C(C=C(C1)C)C=1C=CC=C2C=C(CC12)C 7-(3',5'-dimethylphenyl)-2-methylindene